1-(4-methylbenzyl)-1H-imidazole-2-carboxylic acid CC1=CC=C(CN2C(=NC=C2)C(=O)O)C=C1